(R)-2-((1-(1-(2,6-bis(benzyloxy)pyridin-3-yl)-3-methyl-2-oxo-2,3-dihydro-1H-benzo[d]imidazol-4-yl)piperidin-3-yl)oxy)acetic acid C(C1=CC=CC=C1)OC1=NC(=CC=C1N1C(N(C2=C1C=CC=C2N2C[C@@H](CCC2)OCC(=O)O)C)=O)OCC2=CC=CC=C2